4-[3-(4-Chlorophenyl)-5-[4-(4-chlorophenyl)-6-methyl-2-oxo-1H-pyridin-3-yl]-3,4-dihydropyrazol-2-yl]-3,3-difluoro-4-oxo-butanoic acid ClC1=CC=C(C=C1)C1N(N=C(C1)C=1C(NC(=CC1C1=CC=C(C=C1)Cl)C)=O)C(C(CC(=O)O)(F)F)=O